COC(=O)C1C(N(N=C(C1)C1=CC=C(C=C1)C)C1=CC=CC=C1)=O 6-(4-Methylphenyl)-3-oxo-2-phenyl-2,3,4,5-tetrahydropyridazine-4-carboxylic acid methyl ester